((2-(((5S,8S,10aR)-3-acetyl-8-((4-bromophenyl)(phenyl)carbamoyl)-6-oxodecahydropyrrolo[1,2-a][1,5]diazocin-5-yl)carbamoyl)-1H-indol-5-yl)difluoromethyl)phosphonic acid C(C)(=O)N1CC[C@@H]2N(C([C@H](C1)NC(=O)C=1NC3=CC=C(C=C3C1)C(F)(F)P(O)(O)=O)=O)[C@@H](CC2)C(N(C2=CC=CC=C2)C2=CC=C(C=C2)Br)=O